CN(CCNC(=O)C1(CCCC2(C3=CC(=CC=C3CCC12)O)C)C)C N-(2-(Dimethylamino)ethyl)-6-hydroxy-1,4a-dimethyl-1,2,3,4,4a,9,10,10a-octahydrophenanthrene-1-carboxamide